C(N)(=O)C1=C(SC=2C(OC(CC21)(C)C)(C)C)NC(=O)C2=CC=NN2 N-(3-Carbamoyl-5,5,7,7-tetramethyl-5,7-dihydro-4H-thieno[2,3-c]pyran-2-yl)-1H-pyrazole-5-carboxamide